6-(((6-cyclopropylimidazo[1,2-a]pyridin-2-yl)methyl)amino)-3-((1R,2R)-2-(4-methylpyrimidin-2-yl)cyclopropyl)-4H-benzo[e][1,2,4]thiadiazine 1,1-dioxide C1(CC1)C=1C=CC=2N(C1)C=C(N2)CNC=2C=CC1=C(NC(=NS1(=O)=O)[C@H]1[C@@H](C1)C1=NC=CC(=N1)C)C2